5-(6-benzyloxy-3-bromo-2-fluoro-4-methyl-phenyl)-1,1-dioxo-1,2,5-thiadiazolidin-3-one C(C1=CC=CC=C1)OC1=CC(=C(C(=C1N1CC(NS1(=O)=O)=O)F)Br)C